8-amino-4,4-dimethyl-N-{6-[(4-methyl-1,4'-bipiperidin-1'-yl)carbonyl]-1,3-benzothiazol-2-yl}-4,5-dihydro-1H-pyrazolo[4,3-H]quinazoline-3-carboxamide NC1=NC=2C3=C(C(CC2C=N1)(C)C)C(=NN3)C(=O)NC=3SC1=C(N3)C=CC(=C1)C(=O)N1CCC(CC1)N1CCC(CC1)C